(2R,3S)-2-(3-(5-chloro-4-methyl-1H-benzo[d]imidazol-1-yl)prop-1-ynyl)piperidin-3-ol ClC1=C(C2=C(N(C=N2)CC#C[C@H]2NCCC[C@@H]2O)C=C1)C